(1,3-dimesitylimidazolidin-2-ylidene)(3-methyl-2-buten-1-ylidene)(tricyclohexylphosphine) ruthenium dichloride [Ru](Cl)Cl.C1(=C(C(=CC(=C1)C)C)N1C(N(CC1)C1=C(C=C(C=C1C)C)C)=C1C(C(CCC1)P(C1CCCCC1)C1CCCCC1)=CC=C(C)C)C